tert-butyl 4-(6a-ethyl-2-(3-fluoro-2-hydroxyphenyl)-6,6a,7,8,9,10-hexahydro-5H-pyrazino[1',2':4,5]pyrazino[2,3-c]pyridazine-8-carbonyl)-3,3-dimethylpiperazine-1-carboxylate C(C)C12N(C=3C(=NN=C(C3)C3=C(C(=CC=C3)F)O)NC1)CCN(C2)C(=O)N2C(CN(CC2)C(=O)OC(C)(C)C)(C)C